N-(5-azidopentyl)-2-bromoacetamide N(=[N+]=[N-])CCCCCNC(CBr)=O